N-(2-(2-ethoxypyrimidin-4-yl)-1H-pyrrolo[3,2-c]pyridin-6-yl)bicyclo[4.1.0]heptane-7-carboxamide C(C)OC1=NC=CC(=N1)C1=CC=2C=NC(=CC2N1)NC(=O)C1C2CCCCC12